2-(5-{1-[(6,7-dimethoxy-2-methylquinazolin-4-yl)amino]ethyl}thiophen-2-yl)-N,N-dimethylbenzamide COC=1C=C2C(=NC(=NC2=CC1OC)C)NC(C)C1=CC=C(S1)C1=C(C(=O)N(C)C)C=CC=C1